rac-(1r,2r,3s,4r,5s)-N-(3-chloro-4-(trifluoromethyl)phenyl)-5-hydroxy-3-(1-methyl-3-(trifluoromethyl)-1H-pyrazol-5-yl)-7-oxabicyclo[2.2.1]heptane-2-carboxamide ClC=1C=C(C=CC1C(F)(F)F)NC(=O)[C@H]1[C@H]2C[C@@H]([C@@H]([C@@H]1C1=CC(=NN1C)C(F)(F)F)O2)O |r|